tricyclo[5.2.1.02,6]decane-8-ol C12C3CCCC3C(C(C1)O)C2